N-(1-(3-fluorobenzofuran-6-yl)propan-2-yl)-3-methyloxetan-3-amine FC1=COC2=C1C=CC(=C2)CC(C)NC2(COC2)C